2,2'-(7-(2-((carboxymethyl)amino)-3-(4-thiocyanatophenyl)propyl)-1,4,7-triazonane-1,4-diyl)diacetic acid C(=O)(O)CNC(CN1CCN(CCN(CC1)CC(=O)O)CC(=O)O)CC1=CC=C(C=C1)SC#N